C(=C)C1=CC(=NC=C1)C(=O)O 4-vinyl-2-pyridinecarboxylic acid